1H-pyrazolol C1=CNNC1=O